((1s,3s)-3-Hydroxy-3-methylcyclobutyl)(6-(2-(trifluoromethoxy)benzyl)-2-azaspiro[3.3]heptan-2-yl)methanone OC1(CC(C1)C(=O)N1CC2(C1)CC(C2)CC2=C(C=CC=C2)OC(F)(F)F)C